COC1=C(OC(CO)CO)C=CC=C1 2-(2-methoxyphenoxy)-1,3-propanediol